[Br-].BrCC1=C(C=CC=C1)P(C1=CC=CC=C1)C1=CC=CC=C1 bromomethyl-triphenylphosphine bromide